C1(CCCC1)CC(=O)N1CC2=C(CC1)N=C(S2)N2C[C@H]1N(CC2)CCC1 (S)-2-cyclopentyl-1-(2-(hexahydropyrrolo[1,2-a]pyrazin-2(1H)-yl)-6,7-dihydrothiazolo[5,4-c]pyridin-5(4H)-yl)ethan-1-one